tert-butyl N-[(1R)-2-[(4-bromo-1,5-dimethyl-pyrazol-3-yl)methoxy]-1-methyl-ethyl]carbamate BrC=1C(=NN(C1C)C)COC[C@@H](C)NC(OC(C)(C)C)=O